OC(COC=1C(=O)O[C@@H](C1OCC(CC)O)[C@@H](O)CO)(C)C 2-O-(2-hydroxyisobutyl)-3-O-(2-hydroxybutyl)ascorbic acid